CN1C(N(C2=C1C=CC(=C2)NC2=C(C=NC=C2)C(F)(F)F)C)=O 1,3-dimethyl-5-((3-(trifluoromethyl)pyridin-4-yl)amino)-1,3-dihydro-2H-benzo[d]imidazol-2-one